(±)-trans-N-[trans-3-(pyridin-3-yloxy)cyclobutyl]-4-phenylpyrrolidine-3-carboxamide dihydrochloride Cl.Cl.N1=CC(=CC=C1)O[C@@H]1C[C@H](C1)NC(=O)[C@@H]1CNC[C@H]1C1=CC=CC=C1 |r|